5-(7-(1-(4-Chlorobenzyl)piperidin-3-yl)-2-methylpyrazolo[1,5-a]pyrimidin-3-yl)pyrimidin ClC1=CC=C(CN2CC(CCC2)C2=CC=NC=3N2N=C(C3C=3C=NC=NC3)C)C=C1